ClC1=C(C=CC2=C1C(=NCC=1N2N=C(N1)C(=O)O)C1=NC=CC=C1F)Cl 7,8-dichloro-6-(3-fluoro-2-pyridyl)-4H-[1,2,4]triazolo[1,5-a][1,4]benzodiazepine-2-carboxylic acid